1-tert-butyl 4-ethyl 5-oxo-azepane-1,4-dicarboxylate O=C1C(CCN(CC1)C(=O)OC(C)(C)C)C(=O)OCC